5-methylpyridinecarbonitrile CC=1C=CC(=NC1)C#N